phenanthren-3-yl 4-nitrobenzenesulfonate [N+](=O)([O-])C1=CC=C(C=C1)S(=O)(=O)OC=1C=CC=2C=CC3=CC=CC=C3C2C1